(S)-N-[1,2,3-trimethoxy-9-oxo-10-(2-oxo-pyrrolidin-1-yl)5,6,7,9-tetrahydrobenzo[a]heptalen-7-yl]acetamide COC1=C(C(=CC2=C1C1=CC=C(C(C=C1[C@H](CC2)NC(C)=O)=O)N2C(CCC2)=O)OC)OC